butoxide ammonium salt [NH4+].[O-]CCCC